COC(=O)C1=C(C(=NN1C=1SC(=C(N1)C1=CC=C(C=C1)C=1OC(=NN1)C)SC(C)C)C)Br 4-bromo-1-(5-(isopropylsulfanyl)-4-(4-(5-methyl-1,3,4-oxadiazol-2-yl)phenyl)thiazol-2-yl)-3-methyl-1H-pyrazole-5-carboxylic acid methyl ester